OXA[4,7,10,13]TETRAAZACYCLOHEXADECIN-16-YL 3-(DIMETHYLAMINO)PROPANOATE CN(CCC(=O)OC1=CC=NC=CN=CC=NC=CN=CCO1)C